8-(4-Fluoro-2-methylphenyl)-9-(3-fluoro-4-((1-(3-fluoropropyl)azetidin-3-yliden)methyl)-2-methylphenyl)-6,7-dihydro-5H-benzo[7]annulen FC1=CC(=C(C=C1)C=1CCCC2=C(C1C1=C(C(=C(C=C1)C=C1CN(C1)CCCF)F)C)C=CC=C2)C